N-(5-((4-chlorobenzyl)oxy)-1,3,4-thiadiazol-2-yl)-2-(3-methyl-5-oxopiperazin-1-yl)nicotinamide ClC1=CC=C(COC2=NN=C(S2)NC(C2=C(N=CC=C2)N2CC(NC(C2)=O)C)=O)C=C1